[(1R,3S)-3-[5-[(3-cyclopropylpyridazin-4-yl)amino]-2-(2-trimethylsilylethoxymethyl)pyrazol-3-yl]cyclopentyl] N-(1-bicyclo[1.1.1]pentanyl)carbamate C12(CC(C1)C2)NC(O[C@H]2C[C@H](CC2)C=2N(N=C(C2)NC2=C(N=NC=C2)C2CC2)COCC[Si](C)(C)C)=O